2-{2-[(1R,2R,3S,5R)-2,3-dihydroxy-6,6-dimethylbicyclo[3.1.1]heptan-2-yl]ethyl}isoindole-1,3-dione O[C@@]1([C@H]2C([C@@H](C[C@@H]1O)C2)(C)C)CCN2C(C1=CC=CC=C1C2=O)=O